FC(N1N=C(C=C1)C1=C(C=NC(=C1)C1=CC=C(C=C1)F)CNC(C=C)=O)F N-((4-(1-(difluoromethyl)-1H-pyrazol-3-yl)-6-(4-fluorophenyl)pyridin-3-yl)methyl)-acrylamide